1-(4-(3-(2,6-dichlorophenyl)azetidin-1-yl)-3-fluorobenzyl)-3-methylazetidin-3-ol, formic acid salt C(=O)O.ClC1=C(C(=CC=C1)Cl)C1CN(C1)C1=C(C=C(CN2CC(C2)(O)C)C=C1)F